(2R)-N-(2-(2,6-dioxopiperidin-3-yl)-1-oxoisoindolin-5-yl)-4-fluoro-2-methylindoline-1-carboxamide O=C1NC(CCC1N1C(C2=CC=C(C=C2C1)NC(=O)N1[C@@H](CC2=C(C=CC=C12)F)C)=O)=O